(6-chloro-5-fluoropyridin-3-yl)(4,4-difluoropiperidin-1-yl)methanone ClC1=C(C=C(C=N1)C(=O)N1CCC(CC1)(F)F)F